C(C)(=O)C1=CC(=CC=2C(N3C(=NC12)C1(CC3)CCCCC1)=O)Br 5'-acetyl-7'-bromo-1',2'-dihydro-9'H-spiro[cyclohexane-1,3'-pyrrolo[2,1-b]quinazolin]-9'-one